C[C@H]1CN(C[C@H](C1)C)C(=O)C1=NC(=NO1)C1=C(C(=C(C(=C1)F)F)O)F ((3R,5S)-3,5-Dimethylpiperidin-1-yl)(3-(2,4,5-trifluoro-3-hydroxyphenyl)-1,2,4-oxadiazol-5-yl)methanone